C1OCC12CNCC2 2-oxa-6-azaspiro[3.4]octan